FC1=C(N=CC2=C1N=C(N=C2N2C[C@](CCC2)(C)O)OCC21CCCN1CCC2)N2C(CC1=CC(=C(C=C21)C)C)=O (8-fluoro-2-((hexahydro-1H-pyrrolizin-7a-yl)methoxy)-4-((R)-3-hydroxy-3-methylpiperidin-1-yl)pyrido[4,3-d]pyrimidin-7-yl)-5,6-dimethylindolin-2-one